[3-[2-[2-[2-(1,3-dioxoisoindolin-2-yl)-1-methyl-ethoxy]-ethoxy]ethoxy]-2-fluoro-propyl]-6-(1,6-naphthyridin-2-ylamino)pyridine-3-carboxamide O=C1N(C(C2=CC=CC=C12)=O)CC(OCCOCCOCC(CC1=NC(=CC=C1C(=O)N)NC1=NC2=CC=NC=C2C=C1)F)C